N-(1-(((3-methyl-pyridin-2-yl)oxy)methyl)cyclopropyl)-2-(1-methyl-pyrrolidin-2-yl)propanamide CC=1C(=NC=CC1)OCC1(CC1)NC(C(C)C1N(CCC1)C)=O